N1(CCC=2C=NC=CC21)C(=O)[O-] 2,3-dihydro-1H-pyrrolo[3,2-c]pyridine-1-carboxylate